bipyridine ruthenium iodine bismuth [Bi].[I].[Ru].N1=C(C=CC=C1)C1=NC=CC=C1